FC(OC1=CC=C(C=C1)N1C[C@H]2[C@H](C1)CNC2)(F)F (3aS,6aS)-5-[4-(trifluoromethoxy)phenyl]-2,3,3a,4,6,6a-hexahydro-1H-pyrrolo[3,4-c]pyrrole